N4-(5-amino-2-fluorophenyl)-N2-(1-methyl-1H-pyrazol-4-yl)-5-(thiazol-5-yl)pyrimidine-2,4-diamine NC=1C=CC(=C(C1)NC1=NC(=NC=C1C1=CN=CS1)NC=1C=NN(C1)C)F